NC1=CC=C(C(=C1C(=O)N(C)C)F)C=1C(=C2C(=NC1)NCC21CC(CC1)(O)CC#N)Cl 6-Amino-3-(4'-chloro-3-(cyanomethyl)-3-hydroxy-1',2'-dihydrospiro[cyclopentane-1,3'-pyrrolo[2,3-b]pyridin]-5'-yl)-2-fluoro-N,N-dimethylbenzamide